4-chloro-1H-pyrrolo[2,3-b]pyridine-2-carboxamide ClC1=C2C(=NC=C1)NC(=C2)C(=O)N